[1-[(1R)-1-[(1R,2R)-2-[[(4R)-2,2-dimethylchroman-4-yl]carbamoyl]cyclopropyl]-3-methoxy-propyl]-4,4-dimethyl-6-oxo-hexahydropyrimidin-2-ylidene]ammonium CC1(OC2=CC=CC=C2[C@@H](C1)NC(=O)[C@H]1[C@@H](C1)[C@@H](CCOC)N1C(NC(CC1=O)(C)C)=[NH2+])C